(S)-4-Boc-3-morpholineacetic acid C(=O)(OC(C)(C)C)N1[C@H](COCC1)CC(=O)O